magnesium, niobium salt [Nb].[Mg]